N-{(1S)-1-[({(4R)-1-[(4-fluorophenyl)sulfonyl]-3-oxohexahydro-1H-azepin-4-yl}amino)carbonyl]-3-methylbutyl}-1-benzothiophen-2-carboxamide FC1=CC=C(C=C1)S(=O)(=O)N1CC([C@@H](CCC1)NC(=O)[C@H](CC(C)C)NC(=O)C=1SC2=C(C1)C=CC=C2)=O